C(C)(C)(C)C=1C=C(OC2=NC=NC(=N2)OC2=CC(=C(C(=C2)C(C)(C)C)O)C(C)(C)C)C=C(C1O)C(C)(C)C 4,6-bis(3,5-di-tert-butyl-4-hydroxyphenoxy)-1,3,5-triazine